C(C)N1C2=C([C@@H]([C@@H](C1=O)NC(C1=CC(=CC=C1)C(F)(F)F)=O)C1=CC=C(C=C1)F)C(=NN2C2=CC(=CC=C2)C)C N-[(4S,5S)-7-ethyl-4-(4-fluorophenyl)-3-methyl-1-(3-methylphenyl)-6-oxo-1H,4H,5H,6H,7H-pyrazolo[3,4-b]pyridin-5-yl]-3-(trifluoromethyl)benzamide